O=C1NC=CC=C1CN1CC2(CN(C2)C(=O)N2CC3(C2)NC(CC3)=O)C1 2-[6-[(2-keto-1H-pyridin-3-yl)methyl]-2,6-diazaspiro[3.3]heptane-2-carbonyl]-2,5-diazaspiro[3.4]octan-6-one